tert-Butyl N-(2,3-dimethyl-5-oxo-5-phenyl-pentyl)carbamate CC(CNC(OC(C)(C)C)=O)C(CC(C1=CC=CC=C1)=O)C